NC=1NC2=C(N1)C=CC=C2C2=C(C(=C(C=C2)S(=O)(=O)[C@H](CNC(OC(C)(C)C)=O)C)S(N(CC2=CC=C(C=C2)OC)CC2=CC=C(C=C2)OC)(=O)=O)C=2N=NN(N2)CC2=CC=C(C=C2)OC tert-butyl (S)-2-(4-(2-amino-3H-benzo[d]imidazol-4-yl)-2-(N,N-bis(4-methoxybenzyl)sulfamoyl)-3-(2-(4-methoxybenzyl)-2H-tetrazol-5-yl)phenylsulfonyl)propylcarbamate